C(C)(C)(C)C=1C=C(C=C(C1O)C(C)(C)C)C(C(=O)OCC(COC(C(C)C1=CC(=C(C(=C1)C(C)(C)C)O)C(C)(C)C)=O)(COC(C(C)C1=CC(=C(C(=C1)C(C)(C)C)O)C(C)(C)C)=O)COC(C(C)C1=CC(=C(C(=C1)C(C)(C)C)O)C(C)(C)C)=O)C pentaerythritol tetrakis[2-(3,5-di-tert-butyl-4-hydroxyphenyl) propionate]